cyclopentyl-[1-(oxan-2-yl)pyrazol-4-yl]methanol C1(CCCC1)C(O)C=1C=NN(C1)C1OCCCC1